2-(hydroxyimino)-4-isopropyl-2,3-dihydro-1H-inden-1-one ON=C1C(C2=CC=CC(=C2C1)C(C)C)=O